3-((4-(4-(4-(4-Bromophenyl)piperazin-1-yl)piperidin-1-yl)-5-fluoro-2-methoxyphenyl)amino)piperidine-2,6-dione BrC1=CC=C(C=C1)N1CCN(CC1)C1CCN(CC1)C1=CC(=C(C=C1F)NC1C(NC(CC1)=O)=O)OC